N-tert-butoxycarbonyl-2,3-dibromo-1-propylamine C(C)(C)(C)OC(=O)NCC(CBr)Br